[N+](=O)([O-])C1=CC=C(C=C1)C1=CN=CO1 5-(4-nitrophenyl)oxazol